7-bromo-6-fluoro-1-isopropylquinolin-4(1H)-one BrC1=C(C=C2C(C=CN(C2=C1)C(C)C)=O)F